(S)-2-(hydroxymethyl)pyrrole-1-carboxylic acid tert-butyl ester C(C)(C)(C)OC(=O)N1C(=CC=C1)CO